4-methoxyoxabicyclo[2.1.1]hexane COC12COC(C1)C2